C1=C(C(=CC(=C1O)O)O)CC(C(=O)O)N 6-hydroxy-DL-DOPA